ClC1=CC(=C(C=C1F)NS(=O)(=O)C1=CNC2=CC(=CC=C12)S(=O)C)F N-(4-chloro-2,5-difluorophenyl)-6-(methylsulfinyl)-1H-indole-3-sulfonamide